N-(1-(3-Aminopyrrolidin-1-yl)isoquinolin-6-yl)-but-2-eneamide TFA salt OC(=O)C(F)(F)F.NC1CN(CC1)C1=NC=CC2=CC(=CC=C12)NC(C=CC)=O